ethyl-5-((2-oxo-2H-[1,2'-bipyridin]-3-yl)amino)pyrazole C(C)C1=NNC(=C1)NC=1C(N(C=CC1)C1=NC=CC=C1)=O